N-(2-cyclopropyl-2,2-difluoroethyl)-5-(4-fluoro-2-methyl-1-(1-methylpiperidin-4-yl)-1H-benzo[d]imidazol-6-yl)-7H-pyrrolo[2,3-d]pyrimidin-2-amine C1(CC1)C(CNC=1N=CC2=C(N1)NC=C2C=2C=C(C1=C(N(C(=N1)C)C1CCN(CC1)C)C2)F)(F)F